dimethyl(6-((2-((7-(1-methyl-1H-pyrazol-4-yl)-8-morpholino-2,3-dihydrobenzo[b][1,4]dioxin-5-yl)amino)-7H-pyrrolo[2,3-d]pyrimidin-4-yl)amino)quinoxalin-5-yl)phosphine oxide CP(C1=C2N=CC=NC2=CC=C1NC=1C2=C(N=C(N1)NC1=CC(=C(C=3OCCOC31)N3CCOCC3)C=3C=NN(C3)C)NC=C2)(C)=O